ClC1=C(C=C(C(=N1)I)OC1CCC(C1N)(C)C)OCCCOC 5-[[6-chloro-2-iodo-5-(3-methoxypropoxy)-3-pyridyl]oxy]-2,2-dimethyl-cyclopentanamine